(5aS,6R,11bS)-14-(cyclopropylmethyl)-10-methoxy-4,4-dimethyl-2,3,4,5,6,7-hexahydro-6,11b-(epiminoethano)naphtho[1,2-d]azepin-5a(1H)-ol C1(CC1)CN1CC[C@]23CCNC(C[C@]2([C@H]1CC1=CC=C(C=C13)OC)O)(C)C